4-cyclopropyl-6-methoxy-2-methyl-5-(4,4,5,5-tetramethyl-1,3,2-dioxaborolan-2-yl)pyrimidine C1(CC1)C1=NC(=NC(=C1B1OC(C(O1)(C)C)(C)C)OC)C